(R)-4-((2-cyano-4-fluorophenyl)thio)-6-(1-(1-(2-hydroxypropyl)piperidin-4-yl)-5-methyl-1H-pyrazol-4-yl)pyrazolo[1,5-a]pyridine-3-carbonitrile C(#N)C1=C(C=CC(=C1)F)SC=1C=2N(C=C(C1)C=1C=NN(C1C)C1CCN(CC1)C[C@@H](C)O)N=CC2C#N